(1R,2R)-3-(2-([1,1'-biphenyl]-4-yl)acetamido)-1-((2R-3R-4S-6R)-4-acetoxy-3-(2-acetoxyacetamido)-6-(methoxycarbonyl)-6-(p-tolylthio)tetrahydro-2H-pyran-2-yl)propane-1,2-diyl diacetate C(C)(=O)O[C@H]([C@@H](CNC(CC1=CC=C(C=C1)C1=CC=CC=C1)=O)OC(C)=O)[C@@H]1O[C@](C[C@@H]([C@H]1NC(COC(C)=O)=O)OC(C)=O)(SC1=CC=C(C=C1)C)C(=O)OC